4-hydroxy-4'-isopropoxydiphenyl sulfone CC(C)OC1=CC=C(C=C1)S(=O)(=O)C2=CC=C(C=C2)O